C[C@]12CC[C@H]3[C@@](CO1)(CC[C@H]1C(CCC[C@@]13C)(C)C)O2 (3S,5aR,7aS,11aS,11bR)-3,8,8,11a-tetramethyldodecahydro-3,5a-epoxynaphtho[2,1-c]oxepin